FC(F)(F)C1=NC(=NN1)C(F)(F)F bis(trifluoromethyl)-1,2,4-triazole